(7-azabenzotriazole-1-oxy)tripyrrolidinylphosphine hexafluorophosphate F[P-](F)(F)(F)(F)F.N1(N=NC2=C1N=CC=C2)OC2N(CCC2)P(N2CCCC2)N2CCCC2